NCC1CN(CC1)C=1C2=C(N=C(N1)OC[C@H]1N(CCC1)C)C(=C(N=C2)C2=CC(=CC1=CC=CC=C21)O)F 4-[4-[3-(aminomethyl)pyrrolidin-1-yl]-8-fluoro-2-[[(2S)-1-methylpyrrolidin-2-yl]methoxy]pyrido[4,3-d]pyrimidin-7-yl]naphthalen-2-ol